cyclopenta[2,1-c:3,4-c']dipyridine C1=NC=CC2=C1C1=CN=CC=C1C2